FC(=C1CCC=2C(=C(C=CC12)C=1N=NC(=C(C1C)C)N[C@H]1C[C@@H](CCC1)O)O)F 1-(Difluoromethylene)-5-(6-(((1R,3R)-3-hydroxycyclohexyl)amino)-4,5-dimethylpyridazin-3-yl)-2,3-dihydro-1H-inden-4-ol